C1(=C(C=CC=C1)C1=C(C2=C(OC3=C2C=CC=C3)C=C1)C1=C(C=CC=C1)C1=NN=NC=C1)C1=CC=CC=C1 {[(biphenylyl)dibenzofuranyl]phenyl}triazine